CN1N=CC(=C1)N1C(N=C(C2=CC=C(C=C12)C(F)(F)F)NCC#C)=O 1-(1-methyl-1H-pyrazol-4-yl)-4-(prop-2-yn-1-ylamino)-7-(trifluoromethyl)quinazolin-2(1H)-one